C(C)C1=NC(=NO1)C=1C=C2C(=NC1)C(CC2)NC(C2=CC=CC=C2)=O N-(3-(5-ethyl-1,2,4-oxadiazol-3-yl)-6,7-dihydro-5H-cyclopenta[b]pyridin-7-yl)benzamide